C([O-])(O)=O.C[N+](C)(C)C Tetramethyl-ammonium bicarbonate